C(OC(C)(C)C)(OCC1N(CCC1)C)=O tert-butyl ((1-methylpyrrolidin-2-yl) methyl) carbonate